tert-butyl 1-[2-(4-{3-[(3-chloro-2-methoxyphenyl)amino]-4-oxo-1H,5H,6H,7H-pyrrolo[3,2-c]pyridin-2-yl}pyridin-3-yl)ethynyl]-2-azabicyclo[3.1.0]hexane-2-carboxylate ClC=1C(=C(C=CC1)NC1=C(NC2=C1C(NCC2)=O)C2=C(C=NC=C2)C#CC21N(CCC1C2)C(=O)OC(C)(C)C)OC